N1N=CC(=C1)C1=CC=C(C=C1)NC1=NC(=NC=C1)C1=CC=C2C=C(N(C2=C1)CC)C(=O)N1CC(C1)(F)F (6-(4-((4-(1H-pyrazol-4-yl)phenyl)amino)pyrimidin-2-yl)-1-ethyl-1H-indol-2-yl)(3,3-difluoroazetidin-1-yl)methanone